(3-(1-((tert-butylsulfinyl)imino)ethyl)-5-(trifluoromethyl)phenyl)carbamic acid tert-butyl ester C(C)(C)(C)OC(NC1=CC(=CC(=C1)C(F)(F)F)C(C)=NS(=O)C(C)(C)C)=O